NC1(COC1)CNC1=NC(=NC2=CC=C(C=C12)C)N1CCS(C2=C(C1)C=CC=N2)(=O)=O 4-(4-(((3-aminooxetan-3-yl)methyl)amino)-6-methylquinazolin-2-yl)-2,3,4,5-tetrahydropyrido[3,2-f][1,4]thiazepine-1,1-Dioxide